COC=1C=CC=2C3=C(C=NC2N1)COC(N3C3=CC=C1CCNCC1=C3)=O 8-Methoxy-1-(1,2,3,4-tetrahydroisoquinolin-7-yl)-1,4-dihydro-2H-[1,3]oxazino[5,4-c][1,8]naphthyridin-2-one